C(C)(C)(C)[S@@](=O)N(C1(COC1)C1=C(C=C(C=C1)C(C(=O)OCC=C)(C)C)F)COCC[Si](C)(C)C |r| (±)-allyl 2-[4-[3-[tert-butylsulfinyl(2-trimethylsilylethoxymethyl)amino]oxetan-3-yl]-3-fluoro-phenyl]-2-methyl-propanoate